CCCCCC(C)=O Heptane-6-one